OCCCC=1C=C(CN2CCN3N=C(C(=C32)C(=O)N[C@@H](C)C3=CC=C(C(=O)OC)C=C3)C(F)(F)F)C=CC1 Methyl (S)-4-(1-(1-(3-(3-hydroxypropyl)benzyl)-6-(trifluoromethyl)-2,3-dihydro-1H-imidazo[1,2-b]pyrazole-7-carboxamido)ethyl)benzoate